1,2-dipropylpyrrolidinium cyanide [C-]#N.C(CC)[NH+]1C(CCC1)CCC